ClC1=C(C=NC=C1)C 4-chloro-3-methylpyridin